1-(4-(benzyloxy)phenyl)-2,2-dimethylpropan-1-one C(C1=CC=CC=C1)OC1=CC=C(C=C1)C(C(C)(C)C)=O